Thio-xanthine N1C(=S)NC=2N=CNC2C1=O